1-[3-acetyl-6-[5-(4-methylpiperazin-1-yl)benzimidazol-1-yl]-2-pyridyl]-5-methyl-pyrazole-3-carbonitrile C(C)(=O)C=1C(=NC(=CC1)N1C=NC2=C1C=CC(=C2)N2CCN(CC2)C)N2N=C(C=C2C)C#N